2'-O-Acetyl-Adenosine triphosphate sodium salt [Na+].P([O-])(=O)(OP(=O)([O-])OP(=O)([O-])[O-])OC[C@@H]1[C@H]([C@H]([C@@H](O1)N1C=NC=2C(N)=NC=NC12)OC(C)=O)O.[Na+].[Na+].[Na+]